C1(=CC=CC=C1)NC(=S)NC1=CC=CC=C1 N,N'-Diphenyl-thiourea